N-(bis(3-(tributylsilyl)phenyl)phosphaneyl)-N-phenethyl-1,1-bis(4-(tributylsilyl)phenyl)phosphanamine C(CCC)[Si](C=1C=C(C=CC1)P(N(P(C1=CC=C(C=C1)[Si](CCCC)(CCCC)CCCC)C1=CC=C(C=C1)[Si](CCCC)(CCCC)CCCC)CCC1=CC=CC=C1)C1=CC(=CC=C1)[Si](CCCC)(CCCC)CCCC)(CCCC)CCCC